5-(3-fluoro-5-methoxybenzyl)pyridin-2-amine FC=1C=C(CC=2C=CC(=NC2)N)C=C(C1)OC